C(\C=C\C(=O)[O-])(=O)[O-].[Cu+2] copper fumarate salt